ClC=1C=CC(=C(C1)[C@H](CCN(C(C(=O)OCC)C1=C(C(=CC=C1)C)C1CCC(CC1)OC(F)(F)F)C)CCN1CCCCC1)F ethyl 2-(((S)-3-(5-chloro-2-fluorophenyl)-5-(piperidin-1-yl)pentyl)(methyl)amino)-2-(3-methyl-2-((1r,4S)-4-(trifluoromethoxy)cyclohexyl)phenyl)acetate